[Hg]Cl hydrargyrum chloride